FC=1C=C(C=CC1S(=O)(=O)C)N1C(N(CC1)C1=NC(=CC=C1)C1=NN=CN1C(C)C)=O 1-(3-fluoro-4-(methylsulfonyl)phenyl)-3-(6-(4-isopropyl-4H-1,2,4-triazol-3-yl)pyridin-2-yl)imidazolidin-2-one